3-(benzo[d]thiazol-6-yl)-2-(6-methylpyridin-2-yl)-6-(1-(methylsulfonyl)-1H-pyrazol-4-yl)-5,6-dihydro-2H-pyrazolo[3,4-c]pyridin-7(4H)-one S1C=NC2=C1C=C(C=C2)C=2N(N=C1C(N(CCC12)C=1C=NN(C1)S(=O)(=O)C)=O)C1=NC(=CC=C1)C